C(C)OC(=O)C=1N=C(SC1)N1N=C(C=C1N)C1=CC=C(C=C1)OC 2-[5-amino-3-(4-methoxyphenyl)-1H-pyrazol-1-yl]thiazole-4-carboxylic acid ethyl ester